N-(5-bromo-1-(phenylsulfonyl)-1H-indol-3-yl)cyclobutanecarboxamide tert-butyl-3,3-dimethylpiperazine-1-carboxylate C(C)(C)(C)OC(=O)N1CC(NCC1)(C)C.BrC=1C=C2C(=CN(C2=CC1)S(=O)(=O)C1=CC=CC=C1)NC(=O)C1CCC1